N1(CCC1)C(=O)N1[C@H]([C@H](CC1)NS(=O)(=O)C)CC=1C=C(C=CC1)C1=CC=CC=C1 N-((2S,3S)-1-(azetidin-1-ylcarbonyl)-2-(biphenyl-3-ylmethyl)pyrrolidin-3-yl)methanesulfonamide